C(C)(C)C=1C(=NC=CN1)C Isopropylmethylpyrazine